2-(3-(4-((1H-pyrazol-4-yl)amino)pyrimidin-2-yl)phenoxy)-N-isopropylacetamide TFA salt OC(=O)C(F)(F)F.N1N=CC(=C1)NC1=NC(=NC=C1)C=1C=C(OCC(=O)NC(C)C)C=CC1